BrCCCCCCCCC(=O)OCCCCCCCC 1-octyl 9-bromononanoate